1z-biphenyl C1(=CC=CC=C1)C1=CC=CC=C1